glycerol monooleate diacetyl-tartrate C(C)(=O)C(C(C(=O)O)(O)C(C)=O)(O)C(=O)O.C(CCCCCCC\C=C/CCCCCCCC)(=O)O.OCC(O)CO